(2S,11aR)-7-Fluoro-2-hydroxy-6-(((R)-1-methoxypropan-2-yl)oxy)-8-methyl-2,3,11,11a-tetrahydro-1H,5H-benzo[f]pyrrolo[2,1-c][1,4]oxazepin-5-one tin formate C(=O)[O-].[Sn+4].FC=1C(=CC2=C(C(N3[C@@H](CO2)C[C@@H](C3)O)=O)C1O[C@@H](COC)C)C.C(=O)[O-].C(=O)[O-].C(=O)[O-]